8-(1-(1-isopropoxy)ethoxycarbonyl)-tetracyclo[4.4.0.12,5.17,10]-3-dodecene C(C)(C)OC(C)OC(=O)C1C2C3C4C=CC(C3C(C1)C2)C4